C1(=CC=CC=C1)N=C(C)N N'-phenylacetimidamide